C1(CC1)COC=1C=CC(=C(C1)CNC(=O)C=1C(=NC=C(C1)C=1C=CC=2N(N1)C=C(N2)NC(CC)=O)OC)F N-{[5-(cyclopropylmethoxy)-2-fluorophenyl]methyl}-2-methoxy-5-{2-propionamidoimidazo[1,2-b]pyridazin-6-yl}pyridine-3-carboxamide